CC=1N=C(SC1C(=O)NC[C@@H](CC)C(N[C@H]1C2=C(CN3N(C1=O)CCC3)C=CC=C2)=O)C=2C=NC(=CC2)C(F)(F)F 4-Methyl-N-((R)-2-(((S)-11-oxo-2,3,10,11-tetrahydro-1H,5H-benzo[d]pyrazolo[1,2-a][1,2]diazepin-10-yl)carbamoyl)butyl)-2-(6-(trifluoromethyl)pyridin-3-yl)thiazol-5-carboxamid